NC1COC2(C1)CCN(CC2)C(=O)OCC2=CC=CC=C2 benzyl 3-amino-1-oxa-8-azaspiro[4.5]decane-8-carboxylate